F\C(=C/C=1C(=C(C=CC1)C1=C(C(=CC=C1)NC(=O)C1=NC=C(C(=C1)COC)C=O)C)C)\C1=CC(=C(C(=C1)OC)C=O)OC (Z)-N-(3'-(2-fluoro-2-(4-formyl-3,5-dimethoxyphenyl)vinyl)-2,2'-dimethyl-[1,1'-biphenyl]-3-yl)-5-formyl-4-methoxymethyl-pyridineamide